N-malonylurea C(C(=O)NC(=O)N)C(=O)[O-]